C(C1=CC=CC=C1)N(C(CC1=C(N=C2N1C=CC(=C2)C)C2=CC=C(C=C2)C)=O)CC N-benzyl-N-ethyl-2-[2-(4-methylphenyl)-7-methyl-imidazo[1,2-a]pyridin-3-yl]-acetamide